2-(N,N-diethylamino)diazenolate-oxide C(C)N(CC)N=[N+]([O-])[O-]